F[C@@]1([C@H](O)[C@H](O)[C@@H](CO)O1)N1C(=S)NC(=O)C=C1 fluoro-2-thiouridine